C(CCC)S(=O)(=O)[O-].C(C)N1C=[N+](C=C1)C 1-ethyl-3-methylimidazolium butanesulfonate